Ethyl 5-hydroxy-1,2-dimethyl-1H-indole-3-carboxylate OC=1C=C2C(=C(N(C2=CC1)C)C)C(=O)OCC